O1C=CC2=C1C=CC=C2N(NC(=O)OC(C)(C)C)C(=O)OC(C)(C)C di-tert-butyl 1-(benzofuran-4-yl)hydrazine-1,2-dicarboxylate